ClC1=CC=C(C=C1)N1C(N(C(C1=O)CCC(=O)NC1=C(C(=O)NO)C=CC=C1)CCC)=O (3-(1-(4-chlorophenyl)-2,5-dioxo-3-propylimidazolin-4-yl)propionamido)-N-hydroxybenzamide